OC(CNC(=O)NC=1C=C2C=C(C(=NC2=CC1)CCC1=CC=CC=C1)C1=CC=CC=C1)CC 1-(2-hydroxybutyl)-3-(2-phenethyl-3-phenylquinolin-6-yl)urea